(E)-3-(benzo[d]thiazol-2-yl)-4-(3-(4-chlorophenyl)-1-methyl-1H-pyrazol-4-yl)but-3-enoic acid S1C(=NC2=C1C=CC=C2)\C(\CC(=O)O)=C\C=2C(=NN(C2)C)C2=CC=C(C=C2)Cl